(S)-ethyl 1-((1-((4-((4-fluoro-2-(4,4,5,5-tetramethyl-1,3,2-dioxaborolan-2-yl)phenoxy)methyl)phenyl)amino)-1-oxo-5-ureidopentan-2-yl)carbamoyl)cyclobutanecarboxylate FC1=CC(=C(OCC2=CC=C(C=C2)NC([C@H](CCCNC(=O)N)NC(=O)C2(CCC2)C(=O)OCC)=O)C=C1)B1OC(C(O1)(C)C)(C)C